C1(CC1)C=1C=C2C(=NC1)N(N=C2C=2CCN(CC2)C(=O)C2=C(C=C(C=C2)OC(F)(F)F)NC(OC(C)(C)C)=O)COCC[Si](C)(C)C tert-butyl N-{2-[4-(5-cyclopropyl-1-{[2-(trimethylsilyl)ethoxy]methyl}pyrazolo[3,4-b]pyridin-3-yl)-3,6-dihydro-2H-pyridine-1-carbonyl]-5-(trifluoromethoxy)phenyl}carbamate